NC(CO)(C)C (R)-2-amino-2-methyl-1-propanol